C(C)C=1C(=NC=NC1)N1CCN(CC1)C(=O)OC(C)(C)C Tert-Butyl 4-(5-ethylpyrimidin-4-yl)piperazine-1-carboxylate